N1(CCOCC1)C1=NC2=C(N=CC=C2C(=C1)C=1C(=NC=CC1)N)C1=CC=NN1 3-[2-(morpholin-4-yl)-8-(1H-pyrazol-5-yl)-1,7-naphthyridin-4-yl]pyridin-2-amine